C1(CCCCC1)C1=CC=C(C=C1)NC=1C2=C(N=C(N1)N1C[C@H](OCC1)C)COC2 N-(4-cyclohexylphenyl)-2-[(2R)-2-methylmorpholin-4-yl]-5,7-dihydrofuro[3,4-d]pyrimidin-4-amine